O1N=CCC1 4H-isoxazol